C(C=C)(=O)OC(C)C iso-Propyl Acrylat